C(\C=C\C(=O)O)(=O)O.C(C)N(CC(CC(C(C)C)N1CC2(C1)CN(CC2)C=2N=CN=NC2OC2=C(C(=O)N(C(C)C)CC)C=C(C=C2)F)O)CC 2-((5-(2-((3x-S,5x-R)-6-(diethylamino)-5-hydroxy-2-methylhexan-3-yl)-2,6-diazaspiro[3.4]oct-6-yl)-1,2,4-triazin-6-yl)oxy)-N-ethyl-5-fluoro-N-isopropylbenzamide fumarate